Cl.CNC(=N)NC N,N'-dimethylguanidine hydrochloride